3-(1-(2,5-Difluorophenyl)-6-(1H-pyrrolo[2,3-b]pyridin-4-yl)hex-3,5-diyn-1-yl)-1-methylpyridin-2(1H)-one FC1=C(C=C(C=C1)F)C(CC#CC#CC1=C2C(=NC=C1)NC=C2)C=2C(N(C=CC2)C)=O